C12CNCC(CC1)C2NC(=O)[C@H]2CN(C[C@H](O2)C)C2=C1C=CC=NC1=C(C=C2)C(F)(F)F (2R,6R)-N-(3-azabicyclo[3.2.1]octan-8-yl)-6-methyl-4-[8-(trifluoromethyl)-5-quinolyl]morpholine-2-carboxamide